F[P-](F)(F)(F)(F)F.CN(C)C(=[N+]1N=[N+](C2=NC=CC=C21)[O-])N(C)C 1-(bis(dimethylamino)methylene)-1H-[1,2,3]triazolo[4,5-b]pyridine-1-ium 3-oxide hexafluorophosphate